C(C1=CC=CC=C1)N1C(C(CC1=O)(C=1C=C2C=NN(C2=CC1C)COCC[Si](C)(C)C)CC1=CC=CC=C1)=O 1,3-dibenzyl-3-(6-methyl-1-((2-(trimethylsilyl)ethoxy)methyl)-1H-indazol-5-yl)pyrrolidine-2,5-dione